2,3-dibromo-5-chlorothiophene BrC=1SC(=CC1Br)Cl